4-(1,2,3,6-tetrahydropyridin-4-yl)-1,7-naphthyridine N1CCC(=CC1)C1=CC=NC2=CN=CC=C12